3-endo-(8-{2-[((S)-2,3-dihydroxypropionyl)-(4-methyl-cyclohexylmethyl)amino]ethyl}-8-azabicyclo[3.2.1]oct-3-yl)-benzamide TFA salt OC(=O)C(F)(F)F.O[C@H](C(=O)N(CCN1C2CC(CC1CC2)C=2C=C(C(=O)N)C=CC2)CC2CCC(CC2)C)CO